1,2,3,4-tetrahydro-β-carboline-3-carboxylate C1NC(CC=2C3=CC=CC=C3NC12)C(=O)[O-]